N-(3-(N-methyl(2-carboxyethyl)amino)phenoxazin-7-ylidene)-N-ethyl(3-sulfonatopropyl)aminium chloride [Cl-].CN(C=1C=CC=2N=C3C=CC(C=C3OC2C1)=[N+](CC)CCCS(=O)(=O)[O-])CCC(=O)O